C(=O)(O)CCNC1=C(C(=O)O)C=CC(=C1)C ((2-carboxyethyl)amino)-4-methylbenzoic acid